NCCN(CCN1C(N(CC1)CCN(CC#N)CC#N)=O)CCN 2,2'-((2-(3-(2-(bis(2-aminoethyl)amino)ethyl)-2-oxoimidazolidin-1-yl)ethyl)azanediyl)diacetonitrile